3-(bicyclo[2.2.1]heptan-2-yl)propanal C12C(CC(CC1)C2)CCC=O